CS(=O)(=O)OCC=1C=C2CCN(CC2=CC1)C(=O)OC(C)(C)C tert-butyl 6-((methylsulfonyloxy) methyl)-3,4-dihydroisoquinoline-2(1H)-carboxylate